OC1C(OC2=CC(=CC(=C2C1=O)O)OCOC)C1=CC(=C(C(=C1)OCC1=CC=CC=C1)OCC1=CC=CC=C1)OCC1=CC=CC=C1 3,5-dihydroxy-7-methoxymethoxy-2-(3,4,5-tribenzyloxy-phenyl)chroman-4-one